COC1=CC(=C(C=C1)NC1=NN2C(=NC3=C(C2=O)C=C(C=N3)C)S1)C(F)(F)F 2-((4-Methoxy-2-(trifluoromethyl)phenyl)amino)-7-methyl-9H-pyrido[2,3-d][1,3,4]thiadiazolo[3,2-a]pyrimidin-9-one